3-methoxy-2-(6-methylhept-2-yl)cyclopent-2-en-1-one ethyl-sulfate Sodium [Na+].C(C)OS(=O)(=O)[O-].COC1=C(C(CC1)=O)C(C)CCCC(C)C